FC1=C(C(=CC=C1CC(C)C)C=1N=NNN1)N1CCN(CC1)CC=1SC(=CN1)C 2-[[4-[2-fluoro-3-isobutyl-6-(2H-tetrazol-5-yl)phenyl]piperazin-1-yl]-methyl]-5-methyl-thiazole